OC1CCN(CC1)CC1=NN=C2N1C1=CC=CC=C1C=C2CC2=CC=C(C=C2)OC 1-((4-hydroxypiperidin-1-yl)methyl)-4-(4-methoxybenzyl)-[1,2,4]triazolo[4,3-a]quinolin